COC(CN1C(=C(C(C(=C1)C(=O)O)=O)OC)C(=O)O)OC 1-(2,2-dimethoxyethyl)-1,4-dihydro-3-methoxy-4-oxo-2,5-pyridinedicarboxylic acid